BrC1=C(C=C2C(=NC(=NC2=C1F)F)N1CCC2(CN(C(O2)=O)C)CC1)Cl 8-(7-bromo-6-chloro-2,8-difluoroquinazolin-4-yl)-3-methyl-1-oxa-3,8-diazaspiro[4.5]decan-2-one